C12(CCC(CC1)CC2)C2=C(C(=CC=C2N)C2=CC=CC=C2)N (bicyclo[2.2.2]octan-1-yl)biphenyl-2,4-diamine